ClC1=CC2=C(N=C(N=C2)S(=O)(=O)C)N(C1=O)C(C)C 6-Chloro-8-isopropyl-2-(methylsulfonyl)pyrido[2,3-d]pyrimidin-7(8H)-one